CC1=NOC(=C1C1=CC(=C(C=C1)NC1CCC(CC1)O)[N+](=O)[O-])C (1r,4r)-4-((4-(3,5-dimethylisoxazol-4-yl)-2-nitrophenyl)amino)cyclohexan-1-ol